C1(CC1)C1(CN(C1)S(=O)(=O)N1C[C@H](CCC1)C(=O)N1[C@H](CCC1)C(=O)NCC1=CC=C(C=C1)C(F)(F)F)F 1-(((3S)-1-((3-cyclopropyl-3-fluoro-1-azetidinyl)sulfonyl)-3-piperidinyl)carbonyl)-N-(4-(trifluoromethyl)benzyl)-D-prolinamide